OC[C@H]1N(CCC1)C=1N=CC2=C(N1)C=CN=C2 ((S)-2-(hydroxymethyl)pyrrolidin-1-yl)pyrido[4,3-d]pyrimidin